FC(OC1=C(C=CC(=C1)C1=NN(C(=C1)C)C1=CC=CC=C1)CN1C[C@H](CCC1)[C@](CO)(C)O)F (2s)-2-[(3s)-1-{[2-(difluoromethoxy)-4-(5-methyl-1-phenyl-1H-pyrazol-3-yl)phenyl]methyl}piperidin-3-yl]propane-1,2-diol